(Z)-hex-3-en-1-yl 2-methylpropanoate CC(C(=O)OCC\C=C/CC)C